3-(1-(tetrahydro-2H-pyran-2-yl)-1H-pyrazol-4-yl)imidazo[1,2-a]pyrimidine-7-carboxylic acid O1C(CCCC1)N1N=CC(=C1)C1=CN=C2N1C=CC(=N2)C(=O)O